CCCCCCC(CCC)C(=O)Cl Decane-7-carbonyl chloride